1-(((1-cyanocyclopropyl)methyl)sulfonyl)-2,5-dihydro-1H-pyrrol C(#N)C1(CC1)CS(=O)(=O)N1CC=CC1